C1=CC=C2C=CC3=CC=CC4=CC=C1C2=C34 trans-pyrene